N-(6-((2R,4S)-2-(6-cyclopropylimidazo[1,2-a]pyrimidin-2-yl)-4-hydroxypyrrolidin-1-yl)pyrimidin-4-yl)-2-(3-fluoro-4-methylpyridin-2-yl)cyclopropane-1-carboxamide C1(CC1)C=1C=NC=2N(C1)C=C(N2)[C@@H]2N(C[C@H](C2)O)C2=CC(=NC=N2)NC(=O)C2C(C2)C2=NC=CC(=C2F)C